OC(CCN1N(C(SC=C1)=O)CCC1=CC=C(S1)C(=O)O)CC1=CC(=CC=C1)C#CC1=CSC=C1 5-(2-(4-(3-hydroxy-4-(3-(thien-3-ylethynyl)phenyl)butyl)-2-oxo-1,3,4-thiadiazin-3-yl)ethyl)thiophene-2-carboxylic acid